C(OCCS)COCCS 2,2'-(ethylenedioxy)bis-ethanethiol